isopropyl (R)-2-(((benzyloxy)carbonyl)amino)-4,4-dimethyl-2-(2-vinylquinolin-6-yl)pentanoate C(C1=CC=CC=C1)OC(=O)N[C@](C(=O)OC(C)C)(CC(C)(C)C)C=1C=C2C=CC(=NC2=CC1)C=C